N-(5-bromo-1H-pyrrolo[3,2-b]pyridin-3-yl)-1-butyl-6-phenoxy-1H-benzo[d]imidazol-2-amine BrC1=CC=C2C(=N1)C(=CN2)NC2=NC1=C(N2CCCC)C=C(C=C1)OC1=CC=CC=C1